ClC=1C=C2C(C(=CN(C2=CC1N1[C@H](CCC1)COC1=NC=CC=C1Cl)C1=CC2=C(NS(C2)(=O)=O)C=C1)C(=O)O)=O (R)-6-chloro-7-(2-(((3-chloropyridin-2-yl)oxy)methyl)pyrrolidin-1-yl)-1-(2,2-dioxido-1,3-dihydrobenzo[c]isothiazol-5-yl)-4-oxo-1,4-dihydroquinoline-3-carboxylic acid